ClS(=O)(=O)C=1N(C2=C(C=C(C(=C2C1)C1=NC=C(C=N1)F)C(F)(F)F)F)C(=O)OC(C)(C)C tert-butyl 2-(chlorosulfonyl)-7-fluoro-4-(5-fluoropyrimidin-2-yl)-5-(trifluoromethyl)-1H-indole-1-carboxylate